N-((3S,4S)-3-((6-(2,6-dichloro-3,5-di-methoxyphenyl)-8-((4-(2-(hydroxy-methyl)pyrrolidin-1-yl)butyl)amino)pyrido[3,4-d]pyrimidin-2-yl)amino)tetra-hydro-2H-pyran-4-yl)acrylamide ClC1=C(C(=C(C=C1OC)OC)Cl)C1=CC2=C(N=C(N=C2)N[C@@H]2COCC[C@@H]2NC(C=C)=O)C(=N1)NCCCCN1C(CCC1)CO